FCCNC1=CC=2N(C=C1)C=C(N2)C2=CC(=C(C=C2)C)OC N-(2-fluoroethyl)-2-(3-methoxy-4-methylphenyl)imidazo[1,2-a]pyridin-7-amine